COC=1C=C(C=CC1OC)C1=CC=C(C=C1)COC=1C=C2CCC(CC2=CC1)CCN(C)C 6-(3',4'-dimethoxybiphenyl-4-yl)methoxy-2-[2-(N,N-dimethylamino)ethyl]Tetralin